Aminomethyl-phosphoric acid NCOP(O)(O)=O